CC=1C=NC=CC1N1N=CC(=C1)[N+](=O)[O-] 3-methyl-4-(4-nitro-1H-pyrazol-1-yl)pyridine